amino-3-chloro-4,5-dihydro-5-isoxazoleacetic acid C(C1C(C(=NO1)Cl)N)C(=O)O